2,3-dichloro-4-(4-(trifluoromethoxy)phenoxy)pyridine ClC1=NC=CC(=C1Cl)OC1=CC=C(C=C1)OC(F)(F)F